C(C)(=O)NC(C(=O)[O-])CC=O 2-acetamido-4-oxo-butanoate